OC=CCl Hydroxyvinyl chloride